tert-butyl (3S)-3-({6-[6-(methylsulfanyl)-3-oxo-2-(prop-2-en-1-yl)-1H,2H,3H-pyrazolo[3,4-d]pyrimidin-1-yl]pyridin-2-yl}oxy)pyrrolidine-1-carboxylate CSC1=NC=C2C(=N1)N(N(C2=O)CC=C)C2=CC=CC(=N2)O[C@@H]2CN(CC2)C(=O)OC(C)(C)C